5-methoxyimidazo[1,2-a]pyridine-3-carbonitrile COC1=CC=CC=2N1C(=CN2)C#N